4,4'-bis(N,N-di-p-tolylamino)terphenyl tert-butyl-(5-chloro-3-cyclopropylpyrazolo[1,5-a]pyrimidin-7-yl)((6-phenylpyridin-3-yl)methyl)carbamate C(C)(C)(C)OC(N(CC=1C=NC(=CC1)C1=CC=CC=C1)C1=CC(=NC=2N1N=CC2C2CC2)Cl)=O.C2(=CC=C(C=C2)N(C2=CC=C(C=C2)C)C2=CC=C(C=C2)C=2C(=CC(=CC2)N(C2=CC=C(C=C2)C)C2=CC=C(C=C2)C)C2=CC=CC=C2)C